1-[(3,5-difluoro-2-pyridinyl)methyl]-4-[3-fluoro-5-isobutyl-2-(2H-tetrazol-5-yl)phenyl]piperazine FC=1C(=NC=C(C1)F)CN1CCN(CC1)C1=C(C(=CC(=C1)CC(C)C)F)C=1N=NNN1